4-(2-(5-Bromopyridin-2-yl)propan-2-yl)thiazol-2-amine BrC=1C=CC(=NC1)C(C)(C)C=1N=C(SC1)N